O[B-]1([C@@H]2C[C@@H]2C2=CC=C(C(=C2O1)C(=O)O)OC1CN(C1)C([C@H]1NC[C@@H](C1)O)=O)O (2S,4R)-5,5-dihydroxy-9-{1-[(4R)-4-hydroxy-L-prolyl]azetidin-3-yl}oxy-6-oxa-5-boranuidatricyclo[5.4.0.02,4]undeca-1(11),7,9-triene-8-carboxylic acid